FC1=C(C=C(C(=C1)C)SCC(F)(F)F)N(C=1SCC(N1)=O)CC(F)(F)F 2-[{2-Fluoro-4-methyl-5-[(2,2,2-trifluoroethyl)-sulfan-yl]phenyl}-(2,2,2-trifluoro-ethyl)-amino]-1,3-thiazol-4(5H)-on